N-(4-(3-(2-aminopyrimidin-4-yl)-4-hydroxyphenoxy)-3-fluorophenyl)-1-(2-hydroxyl-2-methylpropyl)-5-methyl-3-oxo-2-phenyl-2,3-dihydro-1H-pyrazole-4-carboxamide NC1=NC=CC(=N1)C=1C=C(OC2=C(C=C(C=C2)NC(=O)C=2C(N(N(C2C)CC(C)(C)O)C2=CC=CC=C2)=O)F)C=CC1O